C(C)C(COC(=O)[C@H]1N(C[C@@H]2CC[C@@H](C[C@@H]2C1)CCC=1N=NNN1)C(=O)OC(C)(C)C)CC tert-butyl (3S,4aR,6R,8aR)-3-(2-ethylbutoxycarbonyl)-6-[2-(2H-tetraazol-5-yl)ethyl]perhydro-2-isoquinolinecarboxylate